FC1=C(C(=C(C(=C1F)F)F)F)CCCCCCN 2,3,4,5,6-pentafluorobenzenehexaneamine